1,2,3,4,5-Pentaphenyl-1'-(di-tert-butylphosphino)ferrocene rac-tert-Butyl-(2S,3R)-3-amino-2-[(3-chloro-2-fluorophenyl)methyl]-4,4-difluoropyrrolidine-1-carboxylate C(C)(C)(C)OC(=O)N1[C@H]([C@H](C(C1)(F)F)N)CC1=C(C(=CC=C1)Cl)F.C1(=CC=CC=C1)[C-]1C(=C(C(=C1C1=CC=CC=C1)C1=CC=CC=C1)C1=CC=CC=C1)C1=CC=CC=C1.C(C)(C)(C)P([C-]1C=CC=C1)C(C)(C)C.[Fe+2] |r|